1,2,3-propanetricarboxylic acid tris(4-n-butylcyclohexylamide) C(CCC)C1CCC(CC1)NC(=O)CC(CC(=O)NC1CCC(CC1)CCCC)C(=O)NC1CCC(CC1)CCCC